CC1=C(C(N(C(C(=O)O)([2H])[2H])[2H])=O)C(=C(C(=C1[2H])[2H])[2H])[2H] 2-methylhippuric acid-d7